N,N-bis(2-oxo-3-oxazolidinyl)diaminophosphoryl chloride O=C1OCCN1N(P(=O)(N)Cl)N1C(OCC1)=O